1-(3-Fluoro-4-((4-(4-((3S,4R)-7-hydroxy-3-phenylchroman-4-yl)phenyl)piperazin-1-yl)methyl)phenyl)dihydropyrimidine-2,4(1H,3H)-dione FC=1C=C(C=CC1CN1CCN(CC1)C1=CC=C(C=C1)[C@H]1[C@H](COC2=CC(=CC=C12)O)C1=CC=CC=C1)N1C(NC(CC1)=O)=O